2-chloro-4-methylthiopyrimidine ClC1=NC=CC(=N1)SC